C(C)(C)(C)OC(=O)N1CC(CC1)(NCC1=CC=C(C=C1)OC)C#C 3-ethynyl-3-((4-methoxybenzyl)amino)pyrrolidine-1-carboxylic acid tert-butyl ester